O1CC(CC1)OC(NC=1N=CC2=C(C(=C(C=C2C1)C1=C(C2=C(OC(CN2)F)N=C1)C)F)N)=O Tetrahydrofuran-3-yl(8-amino-7-fluoro-6-(3-fluoro-8-methyl-2,3-dihydro-1H-pyrido[2,3-b][1,4]oxazin-7-yl)isoquinolin-3-yl)carbamate